C1(=O)NC(=O)NC(=O)N1 trihydroxytriazine